Cl.ClC=1C(=C(C=CC1F)C(N)C=1C=NC(=C(C1)Cl)C(F)(F)F)F (3-chloro-2,4-difluorophenyl)(5-chloro-6-(trifluoromethyl)pyridin-3-yl)methanamine HCl